1,2,8-trifluoro-7-pentyloxy-3-propoxy-dibenzofuran FC1=C(C(=CC=2OC3=C(C21)C=C(C(=C3)OCCCCC)F)OCCC)F